OC(CCN1C(C2=CC=CC=C2C1=O)=O)C 2-(3-hydroxybutyl)isoindoline-1,3-dione